N-{3-[(1r,3r)-3-cyano-1-[(4-methyl-1,2,4-triazol-3-yl)methyl]cyclobutyl]phenyl}-1h,2h-pyrrolo[3,2-b]pyridine-5-carboxamide C(#N)C1CC(C1)(CC1=NN=CN1C)C=1C=C(C=CC1)NC(=O)C1=CC=C2C(=N1)CCN2